5-hydroxy-1-indanone OC=1C=C2CCC(C2=CC1)=O